CC(C(C(C(=O)O)NC)=O)CC=CC 4-methyl-2-(methylamino)-3-oxo-6-octenoic acid